5-(pyridin-4-yl)phenol N1=CC=C(C=C1)C=1C=CC=C(C1)O